methyl-2'-(2-phenylethyl)-2'H-spiro[cyclohexane-1,3'-indol]-4-one CC1(NC2=CC=CC=C2C12CCC(CC2)=O)CCC2=CC=CC=C2